O1C(CCCC1)N1N=CC(=C1)CCOC1OCCCC1 1-(Tetrahydro-2H-pyran-2-yl)-4-(2-((tetrahydro-2H-pyran-2-yl)oxy)ethyl)-1H-pyrazole